tert-Butyl 4-(2,3-dihydrobenzofuran-7-yl)piperazine-1-carboxylate O1CCC2=C1C(=CC=C2)N2CCN(CC2)C(=O)OC(C)(C)C